FC=1C=C(C=C(C1N1CCN(CC1)C1COC1)F)N1C(OC(C1)CNC(CO)=O)=O N-((3-(3,5-difluoro-4-(4-(oxetan-3-yl)piperazin-1-yl)phenyl)-2-oxooxazolidin-5-yl)methyl)-2-hydroxyacetamide